piperidin-1-yl-nicotinonitrile N1(CCCCC1)C1=C(C#N)C=CC=N1